NC1=C(C(=O)OC)C=CC(=C1)I methyl 2-amino-4-iodobenzoate